N1=NN(C2=NC=CC=C21)C2=CC(=C(C(=O)N([C@H]1CNCCC1)C1=NC=CC3=CC(=CC(=C13)C)C=1C=NNC1)C=C2)F (R)-4-(3H-[1,2,3]triazolo[4,5-b]pyridin-3-yl)-2-fluoro-N-(8-methyl-6-(1H-pyrazol-4-yl)isoquinolin-1-yl)-N-(piperidin-3-yl)benzamide